(P)-3-chloro-4-((3-fluoropyridin-2-yl)methoxy)-6''-(2-hydroxypropan-2-yl)-3'',5',6-trimethyl-2H-[1,4':2',2''-terpyridin]-2-one ClC=1C(N(C(=CC1OCC1=NC=CC=C1F)C)C1=CC(=NC=C1C)C1=NC(=CC=C1C)C(C)(C)O)=O